C(C)OC(=O)C=1C(=C2C(=NC1)SC(=C2)Br)NC(C)C 2-bromo-4-(isopropylamino)thieno[2,3-b]Pyridine-5-carboxylic acid ethyl ester